FC(C1=NC(=NC(=N1)C(F)(F)F)N1C(C=2NC3=CC=C(C=C3C2CC1)Cl)CC(CO)O)(F)F 3-(2-(4,6-bis(trifluoromethyl)-1,3,5-triazin-2-yl)-6-chloro-2,3,4,9-tetrahydro-1H-pyrido[3,4-b]indol-1-yl)propane-1,2-diol